3-((2S)-3-(8-(4-fluoro-3-methylphenylsulphonyl)-1-oxa-8-azaspiro[4.5]decan-3-ylamino)-2-hydroxypropoxy)-N-methylbenzenesulphonamide FC1=C(C=C(C=C1)S(=O)(=O)N1CCC2(CC(CO2)NC[C@@H](COC=2C=C(C=CC2)S(=O)(=O)NC)O)CC1)C